CN1C=C(C2=CC=CC=C12)CC1CCNCC1 1-methyl-3-(piperidin-4-ylmethyl)-1H-indole